C(=O)O.C[Si](CCCCCC[Si](O)(C)C)(O)C 1,6-bis(dimethylhydroxysilyl)hexane E-2E-format